C1(=CC=CC2=CC=CC=C12)C1=NOC(C1)C(=O)N 3-(naphthalen-1-yl)-4,5-dihydroisoxazole-5-carboxamide